NC1=NC=2C=C(C(=CC2C2=C1C=NN2C)C(=O)N(N2C(CCC2)=O)CC2=C(C=CC=C2)F)F 4-amino-7-fluoro-N-(2-fluorobenzyl)-1-methyl-N-(2-oxopyrrolidin-1-yl)-1H-pyrazolo[4,3-c]quinoline-8-carboxamide